tert-butyl 5-[(tert-butyldimethylsilyl)oxy]-2-{2-[(3R)-3-hydroxypiperidin-1-yl]pyrimidin-5-yl}-1H-indole-1-carboxylate [Si](C)(C)(C(C)(C)C)OC=1C=C2C=C(N(C2=CC1)C(=O)OC(C)(C)C)C=1C=NC(=NC1)N1C[C@@H](CCC1)O